C[N+](C)(C)C.C(C)(C)(C)C1=C(C(=CC=C1)C(C)(C)C)O 2,6-Di-tert-butylphenol tetramethylammonium salt